2-fluoro-4-((6-(acryloyloxy)hexyl)oxy)benzoic acid FC1=C(C(=O)O)C=CC(=C1)OCCCCCCOC(C=C)=O